CN1C(C=2N(C=C1CC1=CC=C(C=C1)C1=NC=CC=C1)C(=NC2)C2CCOCC2)=O 7-methyl-6-[[4-(2-pyridinyl)phenyl]methyl]-3-tetrahydropyran-4-yl-imidazo[1,5-a]pyrazin-8-one